[N+](=O)([O-])C1=CC=C(C=C1)C1=C(N(C2=CC=CC=C2C1=O)CC=1SC=CC1)C1=CC=CC=C1 3-(4-Nitrophenyl)-2-phenyl-1-(thien-2-ylmethyl)quinolin-4(1H)-one